1-(cyclopropylmethyl)-5-(5-methyl-2-pyridyl)-4-oxopyridine-3-carboxamide C1(CC1)CN1C=C(C(C(=C1)C1=NC=C(C=C1)C)=O)C(=O)N